N-(methyl-d3)-4-((4-(2-ethyl-2H-tetrazol-5-yl)-2-(difluoromethoxy)phenyl)amino)pyridazine-3-carboxamide C(NC(=O)C=1N=NC=CC1NC1=C(C=C(C=C1)C=1N=NN(N1)CC)OC(F)F)([2H])([2H])[2H]